2-(3-((1R,5S,6s)-3-azabicyclo[3.1.0]hexane-6-yl)phenyl)-2-methylpropan-1-ol [C@@H]12CNC[C@H]2C1C=1C=C(C=CC1)C(CO)(C)C